4-chloro-6-methyl-2-(phenylthio)thieno[2,3-d]pyrimidine ClC=1C2=C(N=C(N1)SC1=CC=CC=C1)SC(=C2)C